2-(bis(3-chloro-4-fluorophenyl)methyl)-4-iodo-1H-imidazole tert-butyl-6-bromobenzo[d]thiazole-3(2H)-carboxylate C(C)(C)(C)OC(=O)N1CSC2=C1C=CC(=C2)Br.ClC=2C=C(C=CC2F)C(C=2NC=C(N2)I)C2=CC(=C(C=C2)F)Cl